O1C(OCC1)C=1C=C(C=CC1OCC1=CC=C(C=C1)OC)C=1C(=NC(=NC1)NC1=C(C=C(C=C1)N1CCC(CC1)N1CCN(CC1)C)OC)C1=CC=CC=C1 5-[3-(1,3-dioxolan-2-yl)-4-[(4-methoxyphenyl)methoxy]phenyl]-N-{2-methoxy-4-[4-(4-methylpiperazin-1-yl)piperidin-1-yl]phenyl}-4-phenylpyrimidin-2-amine